FC1(CCC(CC1)NC(C(=O)C1=C(C(=C(N1C)C)C(=O)NC=1C=NC(=C(C1)C)F)C)=O)F 5-(2-((4,4-difluorocyclohexyl)amino)-2-oxoacetyl)-N-(6-fluoro-5-methylpyridin-3-yl)-1,2,4-trimethyl-1H-pyrrole-3-carboxamide